3,6-bis(5-bromothienyl)-2,5-bis(2-decyltetradecyl)pyrrolo[3,4-c]Pyrrole-1,4-dione BrC1=CC=C(S1)C=1N(C(C2=C(N(C(C21)=O)CC(CCCCCCCCCCCC)CCCCCCCCCC)C=2SC(=CC2)Br)=O)CC(CCCCCCCCCCCC)CCCCCCCCCC